(S)-3-(2-benzyl-3-chloro-7-oxo-2,4,5,7-tetrahydro-6H-pyrazolo[3,4-c]pyridin-6-yl)-1,7-dimethyl-1,3,4,7,9,10-hexahydro-[1,4]oxazepino[3,2-g]quinoline-2,8-dione C(C1=CC=CC=C1)N1N=C2C(N(CCC2=C1Cl)[C@@H]1C(N(C2=CC=3CCC(N(C3C=C2OC1)C)=O)C)=O)=O